CC1=CC(=CC(=C1)P(C2=C(C3=CC=CC=C3C=C2)C4=C(C=CC5=CC=CC=C54)P(C6=CC(=CC(=C6)C)C)C7=CC(=CC(=C7)C)C)C8=CC(=CC(=C8)C)C)C (R)-(+)-2,2-Bis(di-3,5-Xylylphosphino)-1,1-Binaphthyl